ClC=1C=CC(=C(OC[C@@H](/C=C/[C@H]2[C@@H](C[C@@H]3OC[C@H](CC[C@@H]32)COCC(=O)O)O)O)C1)F ({(3R,5aR,6R,7R,8aS)-6-[(1E,3R)-4-(5-chloro-2-fluorophenoxy)-3-hydroxy-1-buten-1-yl]-7-hydroxyoctahydro-2H-cyclopenta[b]oxepin-3-yl}methoxy)acetic acid